5-(3,4-dihydroisoquinolin-1-yl)-1-methylpiperidin-2-one C1(=NCCC2=CC=CC=C12)C1CCC(N(C1)C)=O